(E)-2-[4-[2-[5-[(6,7-difluoro-4-methylsulfonyl-1H-indol-5-yl)oxy]-2-fluoro-phenyl]-1H-imidazol-4-yl]-4-methyl-chroman-8-yl]ethenesulfonamide FC1=C(C(=C2C=CNC2=C1F)S(=O)(=O)C)OC=1C=CC(=C(C1)C=1NC=C(N1)C1(CCOC2=C(C=CC=C12)/C=C/S(=O)(=O)N)C)F